C(C)(C)(C)[Si](OCC12CC(C1)(C2)/C=C/C(=O)OCC)(C)C ethyl (E)-3-(3-(((tertbutyldimethylsilyl)oxy)methyl)bicyclo[1.1.1]pentan-1-yl)acrylate